4-Methyl-piperidine-1-carboxylic acid [4-methoxy-7-(1-methyl-1H-pyrazol-4-yl)-thiazolo[4,5-c]pyridin-2-yl]-amide COC1=NC=C(C2=C1N=C(S2)NC(=O)N2CCC(CC2)C)C=2C=NN(C2)C